tert-butyl 7-((3-cyano-1-cyclopentyl-2-oxo-1,2-dihydro-1,6-naphthyridin-7-yl)amino)-3,4-dihydroisoquinoline-2(1H)-carboxylate C(#N)C=1C(N(C2=CC(=NC=C2C1)NC1=CC=C2CCN(CC2=C1)C(=O)OC(C)(C)C)C1CCCC1)=O